dimethyl-distearylammonium chloride [Cl-].C[N+](CCCCCCCCCCCCCCCCCC)(CCCCCCCCCCCCCCCCCC)C